(1R,2R)-2-(N,N-dimethylamino)-1-(p-nitrophenyl)-3-trityloxy-1,2-propanediamine CN(C)[C@]([C@H](N)C1=CC=C(C=C1)[N+](=O)[O-])(COC(C1=CC=CC=C1)(C1=CC=CC=C1)C1=CC=CC=C1)N